O1C(=CC2=C1C=CC=C2)CN2C=CC1=CC=CC(=C21)C(=O)NC(C)C21CC(C2)(C1)C(=O)O 3-(1-(1-(benzofuran-2-ylmethyl)-1H-indole-7-carboxamido)ethyl)bicyclo[1.1.1]pentane-1-carboxylic Acid